CC=1N=C(C2=C(N1)C=NC(=C2)O[C@@H]2CN(CC2)C)N methyl-6-{[(3S)-1-methylpyrrolidin-3-yl]oxy}pyrido[3,4-d]pyrimidin-4-amine